C1CCC=2C3=C(C=CC12)C1=CC=CC=C1C=C3 naphthindane